C1(=CC=CC=C1)C1=CC=C2C(=N1)NC(=N2)C2N(CCC2)C#N (5-Phenyl-3H-imidazo[4,5-b]pyridin-2-yl)pyrrolidine-1-carbonitrile